FC([C@H](CNC(COC)C1=CC(=C(C=C1)O)[N+](=O)[O-])NC(OC(C)(C)C)=O)F Tert-butyl ((2S)-1,1-difluoro-3-((1-(4-hydroxy-3-nitrophenyl)-2-methoxyethyl)amino)-propan-2-yl)carbamate